C1CC2=CC=CC=C2C(=O)C1 alpha-Tetralone